(R)-5-ethynyl-6-fluoro-4-(8-fluoro-4-(methyl(piperidin-2-ylmethyl)amino)-2-(4-methylpiperazin-1-yl)pyrido[4,3-d]pyrimidin-7-yl)quinolin-2(1H)-one C(#C)C1=C2C(=CC(NC2=CC=C1F)=O)C1=C(C=2N=C(N=C(C2C=N1)N(C[C@@H]1NCCCC1)C)N1CCN(CC1)C)F